BrC1=C(C=C(C=C1)N1C(NC(CC1)=O)=O)O 1-(4-bromo-3-hydroxyphenyl)dihydropyrimidine-2,4(1H,3H)-dione